N-(2,4-difluorophenyl)-3-fluorobenzamide FC1=C(C=CC(=C1)F)NC(C1=CC(=CC=C1)F)=O